(3R,5R)-3-azido-5-(tert-butyldimethylsilyloxy)piperidine-1-carboxylic acid tert-butyl ester C(C)(C)(C)OC(=O)N1C[C@@H](C[C@H](C1)O[Si](C)(C)C(C)(C)C)N=[N+]=[N-]